FC=1C=C2C(=NN(C2=CC1)CC1=CC2=CC=CC=C2C=C1)C(=O)N 5-fluoro-1-(naphthalen-2-ylmethyl)-1H-indazole-3-carboxamide